OCCN1CCN(CC1)CC1=C(C=C(C=C1)NC(=O)C=1C=CC(=C(C1)C#CC1=CN=C(N1C)C(=O)NC)C)C(F)(F)F 5-((5-(4-((4-(2-hydroxyethyl)piperazin-1-yl)methyl)-3-(trifluoromethyl)phenylcarbamoyl)-2-methylphenyl)ethynyl)-N,1-dimethyl-1H-imidazole-2-carboxamide